butylene-bis(3-methyl-6-t-butylphenol) C(CCCC1=C(C(=CC=C1C)C(C)(C)C)O)C1=C(C(=CC=C1C)C(C)(C)C)O